3-(2-methylbenzyl)-6-(piperidin-4-yl)isobenzofuran-1(3H)-one hydrochloride Cl.CC1=C(CC2OC(C3=CC(=CC=C23)C2CCNCC2)=O)C=CC=C1